N-(4-(4-(6-(4,4-difluoropiperidin-1-yl)pyridin-2-yl)-1H-pyrazol-1-yl)-3-(6-azaspiro[2.5]oct-6-yl)phenyl)methanesulfonamide FC1(CCN(CC1)C1=CC=CC(=N1)C=1C=NN(C1)C1=C(C=C(C=C1)NS(=O)(=O)C)N1CCC2(CC2)CC1)F